BrC1=C2C=NNC2=CC(=C1O)Cl 4-bromo-6-chloro-1H-indazol-5-ol